C[Si](C=1OC2=C(C1C)C=CC=C2)(C)C Trimethyl(3-methylbenzofuran-2-yl)silane